CC1=CC=C(C=C1)CN1C(CCC1=O)CC(=O)OCCOC 2-methoxyethyl 2-[1-[(4-methylphenyl)methyl]-5-oxopyrrolidin-2-yl]acetat